Cl[Cu] chlorocopper